3-acetamido-2-chloro-N-(5-methyl-1,3,4-oxadiazol-2-yl)-4-(trifluoromethoxy)benzamide C(C)(=O)NC=1C(=C(C(=O)NC=2OC(=NN2)C)C=CC1OC(F)(F)F)Cl